8-Chloro-2-(dimethylamino)-1-methyl-5-(2-methylpyridin-3-yl)-7-(trifluoromethyl)imidazo[1,2-a]Quinoxaline-4(5H)-on ClC1=C(C=C2N(C(C=3N(C2=C1)C(=C(N3)N(C)C)C)=O)C=3C(=NC=CC3)C)C(F)(F)F